3-bromo-6-chloro-2-methoxypyridine BrC=1C(=NC(=CC1)Cl)OC